CC(C)(C(=O)NCC(C(F)(F)F)(F)F)C(=O)N[C@H]1C2=CC=CC=C2C3=CC=CC=C3NC1=O The molecule is a member of the class of dibenzoazepines that is the amide formed from formal condensation of the carboxy group of 2,2-dimethyl-3-oxo-3-[(2,2,3,3,3-pentafluoropropyl)amino]propanoic acid with the amino group of (7S)-7-amino-5,7-dihydrodibenzo[b,d]azepin-6-one. It has a role as an EC 3.4.23.46 (memapsin 2) inhibitor. It is a dibenzoazepine, a lactam, an organofluorine compound and a dicarboxylic acid diamide.